(1s,4s)-4-(hydroxymethyl)cyclohexan-1-ol OCC1CCC(CC1)O